O=C1NC(CCC1N1C(C2=CC=C(C=C2C1=O)N1C2CN(C(C1)C2)CC2CCNCC2)=O)=O 2-(2,6-dioxopiperidin-3-yl)-5-(5-(piperidin-4-ylmethyl)-2,5-diazabicyclo[2.2.1]heptan-2-yl)isoindoline-1,3-dione